CS(=O)(=O)OC(C(F)(F)F)C1=CC=C(C=C1)N1N=C(C(=C1)[N+](=O)[O-])C(N)=O [1-[4-(3-Carbamoyl-4-nitro-pyrazol-1-yl)phenyl]-2,2,2-trifluoro-ethyl] methanesulfonate